C1(CC1)C=1C=C(C=NC1)C=1N=NN(C1)C1(COC1)C1=CC=C(C=N1)N1C[C@@H](CCC1)NCC1(CC1)C (R)-1-(6-(3-(4-(5-cyclopropylpyridin-3-yl)-1H-1,2,3-triazol-1-yl)oxetan-3-yl)pyridin-3-yl)-N-((1-methylcyclopropyl)methyl)piperidin-3-amine